OC1=CC(=CC2=CC(=CC=C12)O)O 1,3,6-trihydroxynaphthalene